ClC1=CC=C(C=C1)[C@@]1(N(C(C2=CC(=CC(=C12)F)C(CC)(O)C1(CCOCC1)F)=O)CC1=CC=C(C=N1)C#N)OCCO 6-{[(1R)-1-(4-chloro-phenyl)-7-fluoro-5-[1-(4-fluorooxan-4-yl)-1-hydroxypropyl]-1-(2-hydroxyethoxy)-3-oxo-2,3-dihydro-1H-isoindol-2-yl]methyl}pyridine-3-carbonitrile